1-(3,5-dichloro-4-((4-oxo-3,4-dihydro-phthalazin-1-yl)oxy)phenyl)-2,4-dioxo-1,2,3,4-tetrahydropyrimidine-5-carboxylic acid ClC=1C=C(C=C(C1OC1=NNC(C2=CC=CC=C12)=O)Cl)N1C(NC(C(=C1)C(=O)O)=O)=O